O1C(CCCC1)OCC12COC(CC1)(CC2)C2=NNC(=C2)CO (3-(4-(((tetrahydro-2H-pyran-2-yl)oxy)methyl)-2-oxabicyclo[2.2.2]oct-1-yl)-1H-pyrazol-5-yl)methanol